CO[Si](CCCNC(=O)N)(OC)OC 1-(3-trimethoxysilylpropyl)urea